2-((2,2-dimethoxyethyl)(methyl)amino)-4,4-dimethylpentanamide COC(CN(C(C(=O)N)CC(C)(C)C)C)OC